FC(OC1=CC(=NN1)NC1=NC(=CN=C1)OCC=1C=NC(=CC1)F)F N-(5-(difluoromethoxy)-1H-pyrazol-3-yl)-6-((6-fluoropyridin-3-yl)methoxy)pyrazin-2-amine